2-[1-(1-(Cyclohexyloxycarbonylamino)-2-methylpropan-2-yl)-1H-indol-2-yl]-acetic acid isopropyl ester C(C)(C)OC(CC=1N(C2=CC=CC=C2C1)C(CNC(=O)OC1CCCCC1)(C)C)=O